4-(pyridin-3-ylmethyl)-1H-pyrazole-1-carboxylic acid tert-butyl ester C(C)(C)(C)OC(=O)N1N=CC(=C1)CC=1C=NC=CC1